cis-1-[4-(dimethylamino)cyclohexyl]-3-(2-fluoro-6-methyl-phenyl)-7-(methylamino)-4H-pyrido[4,3-d]pyrimidin-2-one CN([C@H]1CC[C@H](CC1)N1C(N(CC2=C1C=C(N=C2)NC)C2=C(C=CC=C2C)F)=O)C